OC(CN1CC2=C(N=C(N=C2)N2C=CC=3C(=CC=CC23)C#N)CC1)C=1C=CC2=C(N(C(O2)=O)C)C1 1-(6-(2-hydroxy-2-(3-methyl-2-oxo-2,3-dihydrobenzo[d]oxazol-5-yl)ethyl)-5,6,7,8-tetrahydropyrido[4,3-d]pyrimidin-2-yl)-1H-indole-4-carbonitrile